5-methoxy-2-phenyl-3,4-dihydro-2H-pyrrole COC=1CCC(N1)C1=CC=CC=C1